OC1C(C(CC1)CC(=O)OCCC)C propyl 2-(3-hydroxy-2-methylcyclopentyl)acetate